1-Benzyl-N-(4-methyl-5-oxo-2-(trifluoromethyl)-5,6,7,8-tetrahydro-4H-pyrazolo[1,5-a][1,3]diazepin-6-yl)-1H-1,2,4-triazol-3-carboxamid C(C1=CC=CC=C1)N1N=C(N=C1)C(=O)NC1C(N(C=2N(CC1)N=C(C2)C(F)(F)F)C)=O